Methyl 2-((2-(((tert-butoxycarbonyl)(2-(6-methoxy-3-nitropyridin-2-yl)ethyl)-amino)methyl)-3-fluoro-4-(trifluoromethoxy)phenyl)amino)-5-fluoro-4-(trifluoromethyl)-benzoate C(C)(C)(C)OC(=O)N(CCC1=NC(=CC=C1[N+](=O)[O-])OC)CC1=C(C=CC(=C1F)OC(F)(F)F)NC1=C(C(=O)OC)C=C(C(=C1)C(F)(F)F)F